(2R,5R)-1-(tert-butoxycarbonyl)-5-methylpyrrolidine-2-carboxylic acid C(C)(C)(C)OC(=O)N1[C@H](CC[C@H]1C)C(=O)O